[C@@H]12N(C[C@@H](NC1)C2)C=2C=CC=1N=CN=C(C1N2)NC2=C(C(=C(C=C2)OC[C@@]2(OCCC2)C)Cl)F 6-((1S,4S)-2,5-Diazabicyclo[2.2.1]heptan-2-yl)-N-(3-chloro-2-fluoro-4-(((R)-2-methyltetrahydrofuran-2-yl)methoxy)phenyl)pyrido[3,2-d]pyrimidin-4-amine